CSC=1C=CC=2C(N(C(C3=CC=CC1C23)=O)CCC(N2CCNCC2)=O)=O 6-(methylthio)-2-(3-oxo-3-(piperazin-1-yl)propyl)-1H-benzo[de]isoquinoline-1,3(2H)-dione